C1(=CC=CC=C1)C1=CC=CC=C1 (+/-)-biphenyl